ethyl 4-(isoquinolin-8-yl)-3-(4-(isoquinolin-8-yl)phenethoxy)benzoate C1=NC=CC2=CC=CC(=C12)C1=C(C=C(C(=O)OCC)C=C1)OCCC1=CC=C(C=C1)C=1C=CC=C2C=CN=CC12